ClC=1C=C2C(C(=CN(C2=NC1Cl)C=1C=NC(=CC1)N1CC(C1)N(C)C)C(=O)OCC)=O ethyl 6,7-dichloro-1-[6-[3-(dimethylamino) azetidin-1-yl] pyridin-3-yl]-4-oxo-1,8-naphthyridine-3-carboxylate